FC=1C2=CN(N=C2C=C(C1C=O)F)C 4,6-difluoro-2-methyl-2H-indazole-5-carbaldehyde